2-cyclopropyl-8-[(1S)-1-hydroxyethyl]-3,6-dimethyl-chromen-4-one C1(CC1)C=1OC2=C(C=C(C=C2C(C1C)=O)C)[C@H](C)O